CN(CCCOC(=O)OC(CCOC(CCCCCCC(OCC(CCC)CCC)OCC(CCC)CCC)=O)CCCCCCCCCCCC)C 3-(((3-(dimethylamino)propoxy)carbonyl)oxy)pentadecyl-8,8-bis((2-propylpentyl)oxy)octanoate